C12CC(CC(CC1)N2)N(C=2SC1=C(N2)C(=CC(=C1)C=1C=C(C=2N(N1)C=C(N2)C)C#N)F)C 6-{2-[(3-exo)-8-Azabicyclo[3.2.1]oct-3-yl(methyl)amino]-4-fluoro-1,3-benzothiazol-6-yl}-2-methylimidazo[1,2-b]pyridazin-8-carbonitril